(S)-piperidin-3-ylmethanol hydrochloride Cl.N1C[C@H](CCC1)CO